(+)-5-[3-[3-[6-(3-chlorophenoxy)-3-pyridinyl]azetidin-1-yl]-3-oxo-propyl]-5-methyl-pyrrolidin-2-one ClC=1C=C(OC2=CC=C(C=N2)C2CN(C2)C(CCC2(CCC(N2)=O)C)=O)C=CC1